9-(2-chlorophenyl)-5-fluoro-2,7,8,9-tetrahydro-3H-pyrido[4,3,2-de]phthalazin-3-one ClC1=C(C=CC=C1)C1CNC=2C=3C1=NNC(C3C=C(C2)F)=O